N1(C=NC=C1)C1=C(C=C(C(=C1)N1C=NC=C1)C(=O)O)C(=O)O 4,6-di-1H-imidazole-1-yl-1,3-benzenedicarboxylic acid